C1(=CC=CC=C1)P(C1=C(C=O)C=CC=C1)C1=CC=CC=C1 2-Diphenylphosphinobenzaldehyde